FCCN1[C@H](CC1)COC1=C(N(N=C1)C)C1=CC=2N(C=C1)N=C(C2)NC(=O)C2CC2 N-[5-[4-[[(2R)-1-(2-fluoroethyl)azetidin-2-yl]methoxy]-2-methyl-pyrazol-3-yl]pyrazolo[1,5-a]pyridin-2-yl]cyclopropanecarboxamide